(3S,4R)-3-((2-amino-5-(methoxycarbonyl)phenyl)amino)-4-methoxypyrrolidine-1-carboxylic acid tert-butyl ester C(C)(C)(C)OC(=O)N1C[C@@H]([C@@H](C1)OC)NC1=C(C=CC(=C1)C(=O)OC)N